dimethoxysilane naphthalenylethyl-acrylate C1(=CC=CC2=CC=CC=C12)CCOC(C=C)=O.CO[SiH2]OC